C1(CC1)C(CCC1=CC=C(C=C1)CC(C)C)OC1=C(C=C(C=O)C=C1)OCC 4-(1-cyclopropyl-3-(4-isobutylphenyl)propoxy)-3-ethoxybenzaldehyde